diaminophenoxybutylfolate NC(C(C(=O)[O-])(CCCCOC1=CC=CC=C1)N)[C@@H](C(=O)O)NC(=O)C1=CC=C(NCC2=CN=C3N=C(N)NC(=O)C3=N2)C=C1